4-styrensulfonic acid C=CC1=CC=C(C=C1)S(=O)(=O)O